FC1=CC2=C(N=CS2)C=C1NC1=C2C(=NC=C1)SC(=C2)C=2[C@@H](NCCC2)C (S)-6-fluoro-N-(2-(2-methyl-1,2,5,6-tetrahydropyridin-3-yl)thieno[2,3-b]pyridin-4-yl)benzo[d]thiazol-5-amine